C(C)C1=C(C2=CC=CC=C2C(=C1)OC(C)=O)OC(C)=O 2-ethyl-1,4-bis(acetyloxy)naphthalene